C(C)(C)(C)C1(N=C(C2=CC=C(C=C2C1)Br)C)C tert-butyl-6-bromo-1,3-dimethyl-3,4-dihydroisoquinoline